5-(5-(Azetidin-3-yl)-3-isopropyl-1H-indol-2-yl)-1,3,4-trimethylpyridin-2(1H)-on N1CC(C1)C=1C=C2C(=C(NC2=CC1)C=1C(=C(C(N(C1)C)=O)C)C)C(C)C